OC1=CC(=C(C(=O)OC)C(=C1)C)C Methyl 4-hydroxy-2,6-dimethylbenzoate